C1(CCCCC1)NC1=C(C=C(C=C1)S(=O)(=O)NC)C1=NC=CC=N1 4-(Cyclohexylamino)-N-methyl-3-(pyrimidin-2-yl)benzenesulfonamide